C(C)N1C(NC2=CC(=C(C=C2C1=O)C)CN1CCN(CC1)C=1C=CC(=NC1C)C(=O)NC)=O 5-(4-((3-ethyl-6-methyl-2,4-dioxo-1,2,3,4-tetrahydroquinazolin-7-yl)methyl)piperazin-1-yl)-N,6-dimethylpicolinamide